behenyl alcohol isostearate C(CCCCCCCCCCCCCCC(C)C)(=O)OCCCCCCCCCCCCCCCCCCCCCC